(1-methyl-4-(2-methyl-10H-benzo[b]thieno[2,3-e][1,4]diazepin-4-yl)piperazin-2-yl)methanamine CN1C(CN(CC1)C=1C2=C(NC3=C(N1)C=CC=C3)SC(=C2)C)CN